1-(5-(thiazol-2-ylcarbamoyl)pyridin-2-yl)piperidine-4-carboxylic acid S1C(=NC=C1)NC(=O)C=1C=CC(=NC1)N1CCC(CC1)C(=O)O